9-(1-((6-chloro-2-(2-(methyl-d3)-2H-tetrazol-5-yl)pyridin-3-yl)amino)ethyl)-3-(1-(2-hydroxyethyl)-1H-pyrazol-4-yl)-4,7-dimethylimidazo[1,5-a]quinazolin-5(4H)-one ClC1=CC=C(C(=N1)C=1N=NN(N1)C([2H])([2H])[2H])NC(C)C=1C=C(C=C2C(N(C=3N(C12)C=NC3C=3C=NN(C3)CCO)C)=O)C